FC(C(=O)O)(F)F.C(C)(C)N(S(=O)(=O)N)C1CC2(CNC2)C1 N-isopropyl-N-(2-azaspiro[3.3]heptane-6-yl)sulfamide trifluoroacetate